NC1=CC=CC(=N1)S(=O)(=O)NC(=O)C=1C=C(C(=NC1N1C(CC(C1)C)(C)C)C(C)(C)C)C=1CCNCC1 4-[5-[(6-Amino-2-pyridyl)sulfonylcarbamoyl]-2-tert-butyl-6-(2,2,4-trimethylpyrrolidin-1-yl)-3-pyridyl]-3,6-dihydro-2H-pyridin